tri(2-ethylhexyl) 1,3,5-benzenetricarboxylate C1(=CC(=CC(=C1)C(=O)OCC(CCCC)CC)C(=O)OCC(CCCC)CC)C(=O)OCC(CCCC)CC